CC=1C=2N(C=C(N1)C)N=C(C2)C=2N=C1N(C(C2)=O)C=C(C=C1)N1CCN(CCC1)C 2-(4,6-dimethylpyrazolo[1,5-a]pyrazin-2-yl)-7-(4-methyl-1,4-diazacycloheptan-1-yl)-4H-pyrido[1,2-a]pyrimidin-4-one